3-(7-{[(4R)-8-chloro-4-ethyl-1,1-dioxo-3,4-dihydro-2H-pyrido[2,3-b][1,4,5]oxathiazepin-2-yl]methyl}-1-benzothien-5-yl)-3-(7-cyano-1,4-dimethyl-1H-benzotriazol-5-yl)propanoic acid ClC1=CC2=C(O[C@@H](CN(S2(=O)=O)CC2=CC(=CC=3C=CSC32)C(CC(=O)O)C3=C(C2=C(N(N=N2)C)C(=C3)C#N)C)CC)N=C1